CC1(OC1)CNC1=CC(=C(C#N)C=C1)C(F)(F)F 4-(((2-methyloxiran-2-yl)methyl)amino)-2-(trifluoromethyl)benzonitrile